3-Chloro-4-fluoro-N-((2R,3R)-3-methoxy-1-(pyrrolidin-1-yl)butan-2-yl)-N-methylbenzamide ClC=1C=C(C(=O)N(C)[C@H](CN2CCCC2)[C@@H](C)OC)C=CC1F